CN([C@H](C)C(=O)O)C(=O)OC(C)(C)C Methyl-N-(tert-butoxycarbonyl)-D-alanine